tin silicon germanium [Ge].[Si].[Sn]